N,N-dimethyl-1H-pyrazole-4-carboxamide acetate C(C)(=O)O.CN(C(=O)C=1C=NNC1)C